6-methyl-5-((1-methyl-8-(1-methyl-1H-imidazol-4-yl)-1H-pyrazolo[3,4-d]pyrrolo[1,2-b]pyridazin-3-yl)amino)-N-(2-morpholinoethyl)nicotinamide CC1=NC=C(C(=O)NCCN2CCOCC2)C=C1NC1=NN(C=2C=3N(N=CC21)C=C(C3)C=3N=CN(C3)C)C